CC=1C(=NC(=NC1)N(C)CCC1=C(C(=CC=C1)OCC1=CC=C(C=C1)OC)C1OCCO1)Cl methyl-4-chloro-N-{2-[2-(1,3-dioxolan-2-yl)-3-[(4-methoxyphenyl)methoxy]phenyl]ethyl}-N-methylpyrimidin-2-amine